O1C2=C(CNCCC1)C=CC=N2 3,4,5,6-tetrahydro-2H-pyrido[2,3-b][1,5]oxazocin